1-methyl-2-ethyl citrate C(CC(O)(C(=O)[O-])CC(=O)[O-])(=O)OCCC